COC1=CC=C(C=C1)C=1C(=NC(=CN1)CCC(C(F)(F)F)(F)F)N1CCC(CC1)C(=O)O 1-(3-(4-methoxyphenyl)-6-(3,3,4,4,4-pentafluorobutyl)pyrazin-2-yl)piperidine-4-carboxylic acid